eicosyl 3-bromobutyrate BrC(CC(=O)OCCCCCCCCCCCCCCCCCCCC)C